(S)-N-(1-(3-(2-(trifluoromethyl)pyridin-4-yl)-1,2,4-oxadiazol-5-yl)ethyl)isoxazole-5-carboxamide FC(C1=NC=CC(=C1)C1=NOC(=N1)[C@H](C)NC(=O)C1=CC=NO1)(F)F